[U+6].[Si]([O-])([O-])([O-])[O-].[Th+4] thorium silicate uranium